[Cl-].C(C)(C)C1=CC=C(C=C1)[I+]C1=CC=C(C=C1)C p-isopropyl-phenyl-(p-tolyl)iodonium chloride